O1CCCC2=CC(=CC=C12)CCNC(OC(C)(C)C)=O tert-butyl (2-(chroman-6-yl)ethyl)carbamate